OCCCCN1N=C2C(N=CC=C2C2=CC(=C(C=C2)CNC(OC(C)(C)C)=O)C)=C1 tert-butyl N-[[4-[2-(4-hydroxybutyl)pyrazolo[4,3-b]pyridin-7-yl]-2-methyl-phenyl]methyl]carbamate